CN1CCN(CC1)C(=O)C1=CC=C(C=C1)C=1C=CC=2N(N1)C(=CN2)C#CC2=CC=C(C=C2)C (4-methylpiperazin-1-yl)(4-(3-(p-tolylethynyl)imidazo[1,2-b]pyridazin-6-yl)phenyl)methanone